C1C=CCC=C1 Cyclohexa-2,5-diene